tri(n-butyl)cyclohexane C(CCC)C1C(CCCC1)(CCCC)CCCC